C(C)(C)(C)OC(=O)N1CCN(CC1)C1=C(C=C(C=C1)B(O)O)Cl (4-(4-(tert-butoxycarbonyl)piperazin-1-yl)-3-chlorophenyl)boronic acid